7-bromo-2-(1-tert-butoxycarbonyl-3,6-dihydro-2H-pyridin-5-yl)-4-fluoro-1H-indole-5-carboxylic acid BrC=1C=C(C(=C2C=C(NC12)C1=CCCN(C1)C(=O)OC(C)(C)C)F)C(=O)O